(3S)-1'-[5-(cyclohexyl-sulfanyl)pyrazin-2-yl]-1,3-dihydrospiro[indene-2,4'-piperidin]-3-amine C1(CCCCC1)SC=1N=CC(=NC1)N1CCC2(CC1)CC1=CC=CC=C1[C@H]2N